dipotassium carbonate C([O-])([O-])=O.[K+].[K+]